1-(3-chlorophenyl)-4-methylene-3-phenyl-3-azabicyclo[3.1.0]hexane-2-one ClC=1C=C(C=CC1)C12C(N(C(C2C1)=C)C1=CC=CC=C1)=O